2-(2,6-difluorobenzylidene)hydrazine-carboximidamide acetate salt C(C)(=O)O.FC1=C(C=NNC(N)=N)C(=CC=C1)F